N[C@H](CCNC(=O)OC(C)(C)C)C=1C=C(C(=O)OCC)C=CC1 (R)-ethyl 3-(1-amino-3-((tert-butoxycarbonyl)amino)propyl)benzoate